FC1=C(C(=CC(=C1)CNC1=NC=CC(=C1)C(F)(F)F)O)N1CC(NS1)=O 5-(2-fluoro-6-hydroxy-4-(((4-(trifluoromethyl)pyridin-2-yl)amino)methyl)phenyl)-1,2,5-thiadiazolidin-3-one